C1(=CC=CC=C1)C1=NC(=NO1)OC[C@@H]1CC12CCN(CC2)C(=O)OC(C)(C)C tert-Butyl (1R)-1-{[(5-phenyl-1,2,4-oxadiazol-3-yl)oxy]methyl}-6-azaspiro[2.5]octane-6-carboxylate